FC(COC=1C=C2C(=CC=NC2=CC1)C(=O)O)F 6-(2,2-difluoroethoxy)quinoline-4-carboxylic acid